3,5-diaminobenzoate NC=1C=C(C(=O)[O-])C=C(C1)N